1-((1R,5R)-6-(7-(8-chloronaphthalen-1-yl)-2-((tetrahydro-1H-pyrrolizin-7a(5H)-yl)methoxy)quinazolin-4-yl)-2,6-diazabicyclo[3.2.0]hept-2-yl)-2-fluoroprop-2-en-1-one ClC=1C=CC=C2C=CC=C(C12)C1=CC=C2C(=NC(=NC2=C1)OCC12CCCN2CCC1)N1[C@@H]2CCN([C@@H]2C1)C(C(=C)F)=O